(3-methoxyphenyl)-N-(quinolin-6-yl)acetamide COC=1C=C(C=CC1)CC(=O)NC=1C=C2C=CC=NC2=CC1